methyl (5S,6R,E)-5,6-dihydroxy-8-(3-((R,E)-3-hydroxyoct-1-en-1-yl)phenyl)oct-7-enoate O[C@@H](CCCC(=O)OC)[C@@H](\C=C\C1=CC(=CC=C1)\C=C\[C@@H](CCCCC)O)O